2-(3-Methyl-2-phenyl-1-piperidyl)-2-oxo-acetamide CC1C(N(CCC1)C(C(=O)N)=O)C1=CC=CC=C1